spiro[cyclopropane-1,2'-pyrido[3,2-b][1,4]oxazepin]-4'(5'H)-one O1C2=C(NC(CC13CC3)=O)N=CC=C2